ClC=1C=C(C=C2C=C(N=CC12)NC(=O)[C@H]1[C@H](C1)C#N)C=1C(=NN(C1)[C@@H]1OCCCC1)C(F)(F)F |&1:24| (±)-cis-N-[8-chloro-6-[1-tetrahydropyran-2-yl-3-(trifluoromethyl)pyrazol-4-yl]-3-isoquinolyl]-2-cyano-cyclopropanecarboxamide